2-isobutyramidoisobutyramide C(C(C)C)(=O)NC(C(=O)N)(C)C